3-fluoro-N-(4-methyl-3-(7-(methylamino)-1,6-naphthyridin-3-yl)phenyl)-4-(trifluoromethyl)pyridineamide FC=1C(=NC=CC1C(F)(F)F)C(=O)NC1=CC(=C(C=C1)C)C=1C=NC2=CC(=NC=C2C1)NC